C=C1[C@@H]2[C@H](N[C@H](C1)C2)C(=O)N2CCC1(CN(C1)C1=NC=NC=C1OC1=C(C(=O)N(C(C)C)C(C)C)C=CC=C1)CC2 2-[(4-{7-[(1S,3S,4R)-5-methylidene-2-azabicyclo[2.2.1]heptane-3-carbonyl]-2,7-diazaspiro[3.5]nonan-2-yl}pyrimidin-5-yl)oxy]-N,N-di(propan-2-yl)benzamide